7-isopropoxy-2-((1R,4s)-1-methyl-2-oxabicyclo[2.2.1]hept-4-yl)-N-(2-oxo-1-((R)-spiro[2.2]pent-1-yl)-1,2-dihydropyridin-3-yl)imidazo[1,2-a]pyrimidine-6-carboxamide C(C)(C)OC1=NC=2N(C=C1C(=O)NC=1C(N(C=CC1)[C@@H]1CC13CC3)=O)C=C(N2)[C@]23CO[C@](CC2)(C3)C